4-Methyl-sulfinylbutyl isothiocyanate CS(=O)CCCCN=C=S